C(C)OC(COC1=NN(C(=C1)C1=CC=C(C=C1)OC)C1=CC=C(C=C1)C(C)C)=O Ethyl-{[1-(4-isopropylphenyl)-5-(4-methoxyphenyl)-1H-pyrazol-3-yl]oxy}acetate